4-Chloro-5-(6-(((S*)-3,3-difluorocyclopentyl)amino)-4-methoxypyridin-3-yl)-1-ethyl-N-(((1r,4S)-4-(methylsulfonyl)cyclohexyl)methyl)-1H-pyrazole-3-carboxamide ClC=1C(=NN(C1C=1C=NC(=CC1OC)N[C@@H]1CC(CC1)(F)F)CC)C(=O)NCC1CCC(CC1)S(=O)(=O)C |o1:15|